2-(methoxy)-2-oxoethyl-(isopropylidene)aminooxyacetic acid COC(CC(C(=O)O)ON=C(C)C)=O